(2-(1H-tetrazol-5-yl)phenyl)boronic acid N1N=NN=C1C1=C(C=CC=C1)B(O)O